CN([C@H]1CN(CC1)C1=C(C=C(C(=C1)OC)NC1=NC=CC(=N1)C1=CN(C2=CC=CC=C12)C)N)C 4-[(3R)-3-dimethylaminopyrrolidin-1-yl]-N-{4-(1-methylindol-3-yl)pyrimidin-2-yl}-6-methoxybenzene-1,3-diamine